4-[[(2S,3R,4S,5R)-3-(3,4-difluoro-2-methoxy-phenyl)-4,5-dimethyl-5-(trifluoromethyl)tetrahydrofuran-2-carbonyl]amino]-3-fluoro-pyridine-2-carboxamide FC=1C(=C(C=CC1F)[C@@H]1[C@H](O[C@]([C@H]1C)(C(F)(F)F)C)C(=O)NC1=C(C(=NC=C1)C(=O)N)F)OC